ClC=1C=CC(=C(C1)C1=CC(=NC=C1C(=O)NC=1SC=2CN(CCC2N1)C(=O)OC(C)(C)C)C)OC tert-butyl 2-(4-(5-chloro-2-methoxyphenyl)-6-methylnicotinamido)-6,7-dihydrothiazolo[5,4-c]pyridine-5(4H)-carboxylate